ClC1=CC(=C(C=C1)C1=NC(=CC2=C1N=C(N(C2=O)C)C)N2C[C@H](OCC2)C2=CC(=NC=C2)OC)F 8-(4-chloro-2-fluoro-phenyl)-6-[(2R)-2-(2-methoxy-4-pyridyl)morpholin-4-yl]-2,3-dimethyl-pyrido[3,4-d]pyrimidin-4-one